5-(2-ethoxypyridin-3-yl)-1-methyl-N-(1-(1-methyl-1H-pyrazol-4-yl)ethyl)-1H-pyrazolo[4,3-b]pyridin-7-amine C(C)OC1=NC=CC=C1C1=CC(=C2C(=N1)C=NN2C)NC(C)C=2C=NN(C2)C